C(C)(C)(C)C1=C(NC(C(=O)N[C@H](C(=O)N[C@@H](CC(=O)O)C(COC2=C(C(=CC(=C2F)F)F)F)=O)C)=O)C=CC=C1 (3S)-3-[[(2S)-2-[[2-(2-tert-butylanilino)-2-oxoacetyl]amino]propanoyl]amino]-4-oxo-5-(2,3,5,6-tetrafluorophenoxy)pentanoic acid